C(CCC)OC(=O)CCCCCCCCCCCOC=1C2=CC=CC=C2C(=C2C=CC=CC12)OCCCCCCCCCCCC(=O)OCCCC 9,10-bis(n-butoxycarbonylundecyloxy)anthracene